monopropyloxalate C(CC)OC(C(=O)[O-])=O